FC=1C(=NN=NC1)Cl monofluorochlorotriazine